dodecanol glutarate C(CCCC(=O)O)(=O)O.C(CCCCCCCCCCC)O